ICC1(CCN(CC1)C(=O)OC(C)(C)C)C(=O)OCC1=CC=CC=C1 O4-benzyl O1-tert-butyl 4-(iodomethyl)piperidine-1,4-dicarboxylate